(1R,5S)-8-(7-(3-hydroxynaphthalen-1-yl)-2-(((S)-1-methylpyrrolidin-2-yl)methoxy)quinazolin-4-yl)-N-(1H-imidazol-5-yl)-3,8-diazabicyclo[3.2.1]octane-3-carboxamide OC=1C=C(C2=CC=CC=C2C1)C1=CC=C2C(=NC(=NC2=C1)OC[C@H]1N(CCC1)C)N1[C@H]2CN(C[C@@H]1CC2)C(=O)NC2=CN=CN2